FC1(CC(C1)N1CC=CC(=C1F)N1CCN(CC1)CC=1C(=C2NC(C(=NC2=CC1)C)=O)F)F N-(3,3-Difluorocyclobutyl)-6-fluoro-5-(4-((5-fluoro-2-methyl-3-oxo-3,4-dihydroquinoxalin-6-yl)methyl)piperazin-1-yl)pyridine